N1=NN(C2=NC=CC=C21)C2=CC(=C(C(=O)N([C@H]1CNCCC1)C1=NC=CC3=CC(=CC=C13)C(=O)OC)C=C2)F methyl (R)-1-(4-(3H-[1,2,3]triazolo[4,5-b]pyridin-3-yl)-2-fluoro-N-(piperidin-3-yl)benzamido)isoquinoline-6-carboxylate